(R)-N-(2-(4-(azetidin-1-yl)piperidin-1-yl)-5-((6-(3-(3-fluoro-5-(trifluoromethyl)phenyl)isoxazolidin-2-yl)pyrimidin-4-yl)amino)-4-methoxyphenyl)acrylamide N1(CCC1)C1CCN(CC1)C1=C(C=C(C(=C1)OC)NC1=NC=NC(=C1)N1OCC[C@@H]1C1=CC(=CC(=C1)C(F)(F)F)F)NC(C=C)=O